NC1=CC=C(C=C1)C1=C(N=C(N(C1=O)C)N1CCC(CC1)N)C1=CC(=C(C#N)C=C1)F 4-[5-(4-aminophenyl)-2-(4-aminopiperidin-1-yl)-1-methyl-6-oxopyrimidin-4-yl]-2-fluorobenzonitrile